CC(=CCC=1C=C(C=O)C=CC1OC1OC=CCC1)C 3-(3-methyl-2-butenyl)-4-((4H-2H-pyran-2-yl)oxy)benzaldehyde